isopropyl-trichlorotin C(C)(C)[Sn](Cl)(Cl)Cl